O[C@@H]1C[C@@](CCC1)(C(=O)OCC)C |r| (±)-Cis-ethyl 3-hydroxy-1-methylcyclohexanecarboxylate